2-bromo-5-fluoro-1,3-dimethylphenol BrC1C(C=C(C=C1C)F)(O)C